[2-[3-Ethylsulfonyl-6-(1,2,4-triazol-1-yl)-2-pyridyl]-1,3-benzoxazol-5-yl]iminooxo(trifluoromethyl)-λ6-sulfan C(C)S(=O)(=O)C=1C(=NC(=CC1)N1N=CN=C1)C=1OC2=C(N1)C=C(C=C2)N=S(C(F)(F)F)=O